NC1=NNC2=CC=C(C(=C12)C)C1=C(C=C(C=C1)S(=O)(=O)NC1CC(C1)(C)O)C 4-(3-amino-4-methyl-1H-indazol-5-yl)-N-(3-hydroxy-3-methylcyclobutyl)-3-methylbenzenesulfonamide